(S)-2-(4-(3-methoxytetrahydrofuran-3-yl)phenyl)-4,4,5,5-tetramethyl-1,3,2-dioxaborolane CO[C@]1(COCC1)C1=CC=C(C=C1)B1OC(C(O1)(C)C)(C)C